C(C)(=O)C1=CC(=CS1)C 5-acetyl-3-methylthiophen